1-(1-(3-(2-methoxyethyl)-7-morpholino-3H-imidazo[4,5-b]pyridin-5-yl)-3-(m-tolyl)-1H-1,2,4-triazol-5-yl)-N,N-dimethylmethanamine COCCN1C=NC=2C1=NC(=CC2N2CCOCC2)N2N=C(N=C2CN(C)C)C=2C=C(C=CC2)C